methanobenzofuran O1C2=C(C3=C1C=CC=C3)C2